C(C1=CC=CC=C1)N1N=C(C(=C1)NC(=O)C=1N=C(SC1)C=1C=NNC1)C1=NC=CC=C1 N-(1-benzyl-3-(pyridin-2-yl)-1H-pyrazol-4-yl)-2-(1H-pyrazol-4-yl)thiazole-4-carboxamide